C(C)(=O)NC1=NC=C(C(=C1)NC(OC(C)(C)C)=O)OCC tert-butyl (2-acetamido-5-ethoxypyridin-4-yl)carbamate